N[C@@H]1[C@@H](OB(OC1=O)[C@H](CC(C)C)NC([C@H]([C@@H](C)O)NC(C1=NC(=CC=C1)C1=CC=CC=C1)=O)=O)C(=O)OC methyl (4R,5R)-5-amino-2-((R)-1-((2S,3R)-3-hydroxy-2-(6-phenylpicolinamido) butanamido)-3-methylbutyl)-6-oxo-1,3,2-dioxaborinane-4-carboxylate